C(C)(C)(C)NC([C@@H](C)N(C)C=1C2=C(N=C(N1)C1=NC=CC(=C1)OC)CCC2)=O (2R)-N-tert-butyl-2-{[2-(4-methoxypyridin-2-yl)-5H,6H,7H-cyclopenta[d]pyrimidin-4-yl](methyl)amino}propanamide